[2H3]Methylmethansulfonat C([2H])([2H])([2H])CS(=O)(=O)[O-]